C(C)N([C@@H](CC1=CC=CC=C1)C(=O)[O-])[P@](=O)(C1=CC=CC=C1)OC1C2=CC=CC=C2C=2C=CC=CC12 Ethyl((S)-((9H-fluoren-9-yl)oxy)(phenyl)phosphoryl)-L-phenylalaninate